OC[C@H]1N(C/C(/C1)=N/OC)C(=O)C1=CC=C(C=C1)C1=C(C(=C(C=C1)C#N)C)C (S,E)-4'-(2-(Hydroxymethyl)-4-(methoxyimino)pyrrolidine-1-carbonyl)-2,3-dimethyl-[1,1'-biphenyl]-4-carbonitrile